C(C)N(CCC1=CNC=2C(=CC=C(C12)O)C)CC 3-(2-(diethylamino)ethyl)-7-methyl-1H-indol-4-ol